C(C(=C)C)(=O)OCCC propyl methacrylat